2-(2-Diethylamino-acetoxy)-2,2-di-thiophen-2-yl-acetoxyl-9,9-dimethyl-3-oxa-9-azonia-tricyclo[3.3.1.02,4]nonane C(C)N(CC(=O)OC(C(OC12C3OC3C(CCC1)[N+]2(C)C)=O)(C=2SC=CC2)C=2SC=CC2)CC